ClC(CC(=O)O)C(CCCCCCCCCCC)Cl 3,4-dichloro-pentadecanoic acid